C(C)SC1=NC=2C3=C(CCC2C=N1)N=C(S3)NC(C)=O N-[8-(ethylsulfanyl)-4H,5H-[1,3]thiazolo[4,5-h]quinazolin-2-yl]acetamide